COC1=CC=C(C=C1)C1CN(C1)C(C[C@H]1CN(CC1)C#N)=O (S)-3-(2-(3-(4-methoxyphenyl)azetidin-1-yl)-2-oxoethyl)pyrrolidine-1-carbonitrile